2-[4-[4-[(1R)-1-amino-2,2-difluoro-ethyl]-1-oxo-2H-phthalazin-6-yl]-2-methyl-pyrazol-3-yl]naphthalene-1-carbonitrile N[C@@H](C(F)F)C1=NNC(C2=CC=C(C=C12)C1=C(N(N=C1)C)C1=C(C2=CC=CC=C2C=C1)C#N)=O